3-(2-(dimethylamino)-2-(thiophen-3-yl)ethyl)-1-methyl-1-(1,2,3,4-tetrahydronaphthalen-1-yl)urea CN(C(CNC(N(C1CCCC2=CC=CC=C12)C)=O)C1=CSC=C1)C